N[C@@H]1C2=CC=CC=C2CC12CCN(CC2)C=2N=CC(=NC2CO)C#CCC=2C=C(C=CC2)O (S)-3-(3-(5-(1-amino-1,3-dihydrospiro[indene-2,4'-piperidine]-1'-yl)-6-(hydroxymethyl)pyrazin-2-yl)prop-2-yn-1-yl)phenol